O1CCN(CC1)C1=C2C(=NC(=C1)N1N=C(C=C1)C=1C=C(C=CC1)C)C=C(O2)C=2C=NN(C2)C2OCCCC2 7-morpholino-2-(1-(tetrahydro-2H-pyran-2-yl)-1H-pyrazol-4-yl)-5-(3-(m-tolyl)-1H-pyrazol-1-yl)furo[3,2-b]pyridine